N-[2-(2-{2-[2-(2-aminoethoxy)ethoxy]ethoxy}ethoxy)benzene-1-sulfonyl]-6-(dimethylamino)-1-benzofuran-2-carboxamide NCCOCCOCCOCCOC1=C(C=CC=C1)S(=O)(=O)NC(=O)C=1OC2=C(C1)C=CC(=C2)N(C)C